ClC=1C=C(C(=NC1)F)N1N=C(C(=C1)C)NC=1SC(=CN1)C(=O)NC1=C(C(=CC=C1C)O)C 2-((1-(5-chloro-2-fluoropyridin-3-yl)-4-methyl-1H-pyrazol-3-yl)amino)-N-(3-hydroxy-2,6-dimethylphenyl)thiazole-5-carboxamide